O(C1=CC=CC=C1)C1=C(C=2C(=NSN2)C(=C1OC1=CC=CC=C1)C=1SC(=CC1)C1=C(C=CC=C1C)C)C=1SC(=CC1)C1=C(C=CC=C1C)C 5,6-Diphenoxy-4,7-bis[5-(2,6-dimethylphenyl)-2-thienyl]benzo[c]1,2,5-thiadiazol